CC=1C=C(C#N)C=CC1O[C@H](COC1=CC(=CC=C1)C1=CC=NN1C)C (S)-3-methyl-4-((1-(3-(1-methyl-1H-pyrazol-5-yl)phenoxy)propan-2-yl)oxy)benzonitrile